CN1CCC(CC1)N1N=CC(=C1)C1=CC=C2C(=NC=NC2=C1)C=1C(=NN(C1)C1OCCCC1)C1=CC=CC=C1 7-(1-(1-methylpiperidin-4-yl)-1H-pyrazol-4-yl)-4-(3-phenyl-1-(tetrahydro-2H-pyran-2-yl)-1H-pyrazol-4-yl)quinazoline